4-((3S,4R)-1-acryloyl-4-fluoropiperidin-3-ylamino)-2-(1-ethyl-1H-pyrazol-4-ylamino)-7H-pyrrolo[2,3-d]pyrimidine-5-carbonitrile C(C=C)(=O)N1C[C@@H]([C@@H](CC1)F)NC=1C2=C(N=C(N1)NC=1C=NN(C1)CC)NC=C2C#N